(2S,3S)-3-((2-(2-chloro-5H-pyrrolo[2,3-b]pyrazin-7-yl)-6-(5-cyclopropylthiophen-2-yl)-5-fluoropyrimidin-4-yl)amino)bicyclo[2.2.2]octane-2-carboxylic acid ClC=1N=C2C(=NC1)NC=C2C2=NC(=C(C(=N2)N[C@@H]2[C@H](C1CCC2CC1)C(=O)O)F)C=1SC(=CC1)C1CC1